C(C)(C)(C)OC(=O)N1CCN(CC1)C1COC2(C1)CCN(CC2)C(=O)OCC2=CC=CC=C2 benzyl 3-[4-(tert-butoxycarbonyl)piperazin-1-yl]-1-oxa-8-azaspiro[4.5]decane-8-carboxylate